ClC=1C=C(C=C(C1)C=1C(=C(C=C(C1)C(C)(CC(C)(C)C)C)N1C2=CC=C(C=C2C=2C=C(C=CC12)C(C)(C)C)C(C)(C)C)O)CC 5'-chloro-3-(3,6-di-tert-butyl-9H-carbazol-9-yl)-3'-ethyl-5-(2,4,4-trimethylpentan-2-yl)biphenyl-2-ol